Genistein choline salt OCC[N+](C)(C)C.O1C=C(C(=O)C=2C(O)=CC(O)=CC12)C1=CC=C(O)C=C1